ClC1=C(C=C(C(=C1)OC)OC)C1=NOC(=C1)CO\N=C(/C)\C1=CC=C(C=C1)F (E)-1-(4-fluorophenyl)ethan-1-one O-((3-(2-chloro-4,5-dimethoxyphenyl)isoxazol-5-yl)methyl) oxime